(R)-N-((S)-1-(6-((R)-amino(cyclopropyl)methyl)-1-((2-(trimethyl-silyl)ethoxy)methyl)-1H-benzo[d]imidazol-2-yl)-2-((R)-3,3-difluorocyclopentyl)ethyl)-2-methylpropane-2-sulfinamide N[C@@H](C=1C=CC2=C(N(C(=N2)[C@H](C[C@@H]2CC(CC2)(F)F)N[S@](=O)C(C)(C)C)COCC[Si](C)(C)C)C1)C1CC1